NC[C@]1([C@H]([C@@H](N[C@H]1CC(C)(C)C)C(=O)NC)C1=C(C=CC=C1)Cl)C1=C(C=CC(=C1)Cl)F (2R,3S,4S,5S)-4-(aminomethyl)-4-(5-chloro-2-fluorophenyl)-3-(2-chlorophenyl)-N-methyl-5-Neopentylpyrrolidine-2-carboxamide